5-(hydroxymethyl)-2-((1-(methylsulfonyl)piperidin-4-yl)methoxy)benzonitrile OCC=1C=CC(=C(C#N)C1)OCC1CCN(CC1)S(=O)(=O)C